Dimethyl-ethylamine hydrochloride Cl.CN(CC)C